Cl.N[C@@H]1C(N(C2=C(OC1)C=CC(=C2)C(=O)N2CCCCC2)C)=O (S)-3-amino-5-methyl-7-(piperidine-1-carbonyl)-2,3-dihydrobenzo[b]-[1,4]oxazepin-4(5H)-one hydrochloride